FC1(CC=C(CC1)C=1C=CC=C2C=C(C=NC12)C(=O)NC1(CC1)CO)F 8-(4,4-difluorocyclohex-1-en-1-yl)-N-(1-(hydroxymethyl)cyclopropyl)quinoline-3-carboxamide